methyl 4-(((1-methylcyclobutyl) amino) methyl)-6,7-dihydro-5H-cyclopenta[b]pyridine-2-carboxylate CC1(CCC1)NCC1=C2C(=NC(=C1)C(=O)OC)CCC2